O1CCC=2C1=C(N=CC2)NC2=NNC1=CC(=CC=C21)[C@@H]2C[C@@]21C(NC2=CC=C(C=C12)OC)=O (1r,2s)-2-{3-[(2,3-dihydrofuro[2,3-c]pyridin-7-yl)amino]-1H-indazol-6-yl}-5'-methoxyspiro[cyclopropan-1,3'-indol]-2'(1'H)-one